C1COCCC12CCN(CC2)CCCOC=2C(=C(C=CC2)C2=C(C(=CC=C2)COC=2C(=CC(=C(OCC=1C=NC=C(C#N)C1)C2)C=O)Cl)C)C 5-((5-((3'-(3-(3-oxa-9-azaspiro[5.5]undec-9-yl)propoxy)-2,2'-dimethyl-[1,1'-biphenyl]-3-yl)methoxy)-4-chloro-2-formylphenoxy)methyl)nicotinonitrile